(rac)-2'-{6-amino-5-[(1,5-dimethyl-1H-pyrazol-3-yl)methoxy]pyridin-3-yl}-N-ethyl-5',6'-dihydrospiro[pyrrolidine-3,4'-pyrrolo[1,2-b]pyrazole]-1-carboxamide NC1=C(C=C(C=N1)C=1C=C2N(N1)CC[C@]21CN(CC1)C(=O)NCC)OCC1=NN(C(=C1)C)C |r|